6-(8-azabicyclo[3.2.1]oct-3-yl)-3-methyl-1,3-benzoxazol-2-one hydrochloride Cl.C12CC(CC(CC1)N2)C2=CC1=C(N(C(O1)=O)C)C=C2